C(#N)C1=C(C=CC(=C1)O)[C@H](CC)C=1C=NN(C1)C (1S,2R)-1-(2-cyano-4-hydroxyphenyl)-1-(1-methyl-1H-pyrazol-4-yl)propan